C(C)[C@@H]1N(C[C@H](N(C1)C(CC)C1=CC=C(C=C1)C(F)(F)F)CC)C=1C2=C(N(C(N1)=O)C)C=CC(=N2)C#N 4-((2S,5R)-2,5-diethyl-4-(1-(4-(trifluoromethyl)phenyl)propyl)piperazin-1-yl)-1-methyl-2-oxo-1,2-dihydropyrido[3,2-d]pyrimidine-6-carbonitrile